tert-butyl (3-[2-(4-bromo-3-fluorophenyl)imidazo[1,2-b][1,2,4]triazin-7-yl]methylphenyl)carbamate BrC1=C(C=C(C=C1)C=1C=NC=2N(N1)C(=CN2)CC=2C=C(C=CC2)NC(OC(C)(C)C)=O)F